N6'-(2-(1-(Cyclopropylsulfonyl)-1H-pyrazol-4-yl)pyrimidin-4-yl)-N4'-(1-(2,2-difluoroethyl)piperidin-4-yl)-5-((1-methylpiperidin-4-yl)oxy)-[2,3'-bipyridine]-4',6'-diamine C1(CC1)S(=O)(=O)N1N=CC(=C1)C1=NC=CC(=N1)NC1=CC(=C(C=N1)C1=NC=C(C=C1)OC1CCN(CC1)C)NC1CCN(CC1)CC(F)F